[C-]1(C=CC=C1)C(O)=NO.[CH-]1C=CC=C1.[Fe+2] ferrocenecarboxylic acid oxime